(methylthio)-2-morpholinopropiophenone CSC(C(=O)C1=CC=CC=C1)(C)N1CCOCC1